N-(5-(4-(dimethylcarbamoyl)phenyl)thiazolo[5,4-b]pyridin-2-yl)-5-(2-methoxyphenyl)pyridazine-4-carboxamide CN(C(=O)C1=CC=C(C=C1)C1=CC=C2C(=N1)SC(=N2)NC(=O)C2=CN=NC=C2C2=C(C=CC=C2)OC)C